1,4-dimethylbutylene glycol CC(CCC(C)O)O